4-(5-bromo-2-(3-fluoro-4-methoxyphenyl)-1H-indol-1-yl)benzonitrile BrC=1C=C2C=C(N(C2=CC1)C1=CC=C(C#N)C=C1)C1=CC(=C(C=C1)OC)F